[Cl-].N1N=N[CH2+]=C1 triazol-4-ium chloride